1-(7-(6-(bis(4-methoxybenzyl)amino)-4-methyl-3-(trifluoromethyl)pyridin-2-yl)-6-chloro-2,8-difluoroquinazolin-4-yl)-trans-2-methylpiperidine-4-carbonitrile COC1=CC=C(CN(C2=CC(=C(C(=N2)C2=C(C=C3C(=NC(=NC3=C2F)F)N2[C@H](C[C@@H](CC2)C#N)C)Cl)C(F)(F)F)C)CC2=CC=C(C=C2)OC)C=C1